Cl.Cl hydrOCHloric acid HCl